C1CCC12ON=C(C2)C[C@@H]2[C@@H]([C@H]([C@H]([C@H](O2)CO)O)N2N=NC(=C2)C2=CC(=C(C(=C2)F)F)F)OC (2R,3R,4S,5R,6R)-6-((5-oxa-6-azaspiro[3.4]oct-6-en-7-yl)methyl)-2-(hydroxymethyl)-5-methoxy-4-(4-(3,4,5-trifluorophenyl)-1H-1,2,3-triazol-1-yl)tetrahydro-2H-pyran-3-ol